CC12CCCC(CC1)(N2)C 1,5-dimethyl-8-azabicyclo[3.2.1]octane